ClC=1C=C(C=CC1)C(=O)N1CCCC2=CC(=CC=C12)CNC(=O)C1=NOC(=C1)C N-{[1-(3-chlorobenzene-1-carbonyl)-1,2,3,4-tetrahydroquinolin-6-yl]methyl}-5-methyl-1,2-oxazole-3-carboxamide